CCCCCCNNN triazanonane